(2RS)-2-[6-[2-(6-amino-3-pyridinyl)ethynyl]-1-oxo-isoindolin-2-yl]-2-(1,4,5,6-tetrahydrocyclopenta[c]pyrazol-3-yl)-N-thiazol-2-yl-acetamide NC1=CC=C(C=N1)C#CC1=CC=C2CN(C(C2=C1)=O)[C@@H](C(=O)NC=1SC=CN1)C=1C2=C(NN1)CCC2 |r|